methyl (E)-2-(tert-butoxycarbonylamino)-3-(3-methylimidazol-4-yl)prop-2-enoate C(C)(C)(C)OC(=O)N\C(\C(=O)OC)=C\C=1N(C=NC1)C